FC1=C(C(=CC(=C1)F)C1=C(N=C(N=N1)N1CC[C@H]2[C@@H]1CN(CC2)C)C)O 2,4-difluoro-6-(5-methyl-3-((3aS,7aR)-6-methyloctahydro-1H-pyrrolo[2,3-c]pyridin-1-yl)-1,2,4-triazin-6-yl)phenol